N-(adamantan-1-yl)-2-((6-(2-cyano-2-methylpropoxy)-2-(methylthio)pyrimidin-4-yl)oxy)acetamide C12(CC3CC(CC(C1)C3)C2)NC(COC2=NC(=NC(=C2)OCC(C)(C)C#N)SC)=O